BrC1=CC2=C(C3(C(O2)(C2=C(C=CC=C2C3=O)[N+](=O)[O-])O)NC(OC(C)(C)C)=O)C=C1 Tert-butyl (7-bromo-4b-hydroxy-4-nitro-10-oxo-4b,10-dihydro-9bH-indeno[1,2-b]benzofuran-9b-yl)carbamate